C(C)(C)(C)OC(=O)N1C[C@H]([C@@H](C1)O)CN(C)C(=O)OCC1=CC=CC=C1 trans-tert-butyl-3-((((benzyloxy)carbonyl) (methyl)amino)methyl)-4-hydroxypyrrolidine-1-carboxylate